4-[Ethyl-[(E)-(1-hydroxy-3H-2,1-benzoxaborol-5-yl)methylenamino]amino]-N,N-dimethyl-thieno[3,2-d]pyrimidin-7-carboxamid C(C)N(C=1C2=C(N=CN1)C(=CS2)C(=O)N(C)C)/N=C/C=2C=CC1=C(COB1O)C2